COC(=O)C1=CC=C(C=C1)[C@@H]1C[C@@](CCCCC1)(C(=O)O)C cis-3-(4-(methoxycarbonyl)phenyl)-1-methylcyclooctane-1-carboxylic acid